N[C@H]1CN(CCC1)C(=O)C=1C=C(C=2N(C1)N=C(C2C)C2=CC=1C(=NC(=CC1)C1=CC=C(C=C1)N1C(NCC1)=O)N2CC2CC2)F 1-[4-(2-{6-[(3R)-3-Aminopiperidine-1-carbonyl]-4-fluoro-3-methylpyrazolo[1,5-a]pyridin-2-yl}-1-(cyclopropylmethyl)-1H-pyrrolo[2,3-b]pyridin-6-yl)phenyl]imidazolidin-2-one